N,N-dimethyltetrafluoroethylamine CN(C)C(C(F)F)(F)F